methyl 2-(4-(dimethylamino)-7-fluoro-1-oxo-[1,2,4]triazino[4,5-a]indol-2(1H)-yl)acetate CN(C1=NN(C(C=2N1C=1C=C(C=CC1C2)F)=O)CC(=O)OC)C